1-(4-isopropoxy-2-methylphenyl)ethanone C(C)(C)OC1=CC(=C(C=C1)C(C)=O)C